OCCOC1=C(C=CC=2C3(C4=CC=CC=C4SC12)OCCCO3)OCCO 2-[4'-(2-hydroxyethoxy)spiro[1,3-dioxane-2,9'-thioxanthene]-3'-yl]oxyethanol